ClC1=CC=C(CN(C2CC3=C(N(N=C3CC2)C2=NC=CC=C2)O)C)C=C1 5-[(4-chlorobenzyl)methylamino]-2-(pyridin-2-yl)-4,5,6,7-tetrahydro-2H-indazol-3-ol